COC(CCCC=C)=O methylhex-5-enoate